2-(4-bromo-3-fluorophenyl)-N-(2,2,2-trifluoroethyl)propanamide BrC1=C(C=C(C=C1)C(C(=O)NCC(F)(F)F)C)F